C(C=C)C1=C(C(=CC=C1)CC=C)O 2,6-diallyl-phenol